1-naphthyldiethyl-sulfonium triflate [O-]S(=O)(=O)C(F)(F)F.C1(=CC=CC2=CC=CC=C12)[S+](CC)CC